(3R/S)-cyclopentyl-3-[4-(7-{[2-(trimethylsilyl)ethoxy]methyl}-7H-pyrrolo[2,3-d]pyrimidin-4-yl)-1H-pyrazol-1-yl]propanenitrile C1(CCCC1)C(C#N)CN1N=CC(=C1)C=1C2=C(N=CN1)N(C=C2)COCC[Si](C)(C)C